N-((S)-1'-(8-bromo-7-methylimidazo[1,2-c]pyrimidin-5-yl)-5,7-dihydrospiro[cyclopenta[b]pyridin-6,4'-piperidin]-5-yl)-2-methylpropan-2-sulfinamide BrC=1C=2N(C(=NC1C)N1CCC3(CC1)[C@@H](C=1C(=NC=CC1)C3)NS(=O)C(C)(C)C)C=CN2